C(C)(C)(C)OC(=O)N1C(CC\2(CC1)CC1=C(N=C(S1)Cl)/C2=N/S(=O)C(C)(C)C)C(C)(C)C tert-butyl-(E)-4-((tert-butylsulfinyl)imino)-2-chloro-4,6-dihydrospiro[cyclopenta[d]thiazole-5,4'-piperidine]-1'-carboxylic acid tert-butyl ester